(R)-1-(3-(dimethylamino)piperidin-1-yl)-3-(1-methyl-1H-imidazol-2-yl)propan-1-one sodium phosphonate salt P([O-])([O-])=O.[Na+].CN([C@H]1CN(CCC1)C(CCC=1N(C=CN1)C)=O)C.[Na+]